The molecule is a member of the class of anthracenones that is 3,4-tetrahydroanthracen-1-one which is substituted by hydroxy groups at positions 2, 3, 6, 8 and 9, and a 2-oxopropyl group at position 3. It has a role as an Aspergillus metabolite. It is a tertiary alcohol, a secondary alcohol, a member of phenols, a cyclic ketone, a methyl ketone, an aromatic ketone, an alpha-hydroxy ketone, a beta-hydroxy ketone and an anthracenone. It derives from an asperthecin. CC(=O)CC1(CC2=CC3=CC(=CC(=C3C(=C2C(=O)C1O)O)O)O)O